N-[(1R)-2-[(2R,3R)-2-(2-Chloro-5-fluoro-3-methyl-phenyl)-1-[2-[3-cyclopropyl-5-(trifluoromethyl)pyrazol-1-yl]acetyl]pyrrolidin-3-yl]oxy-1-methyl-ethyl]acetamide ClC1=C(C=C(C=C1C)F)[C@H]1N(CC[C@H]1OC[C@@H](C)NC(C)=O)C(CN1N=C(C=C1C(F)(F)F)C1CC1)=O